N-Boc-D-aspartic acid C(=O)(OC(C)(C)C)N[C@H](CC(=O)O)C(=O)O